N-(2-acetyl-3,5-difluorophenyl)-6-bromo-[1,2,4]triazolo[1,5-a]pyridine-7-carboxamide C(C)(=O)C1=C(C=C(C=C1F)F)NC(=O)C1=CC=2N(C=C1Br)N=CN2